2,5-dioxopyrrolidin-1-yl 3-(4-(2-fluoro-5-((4-oxo-3,4-dihydrophthalazin-1-yl)methyl)benzoyl)piperazine-1-carbonyl)-5-(trimethylstannyl)benzoate FC1=C(C(=O)N2CCN(CC2)C(=O)C=2C=C(C(=O)ON3C(CCC3=O)=O)C=C(C2)[Sn](C)(C)C)C=C(C=C1)CC1=NNC(C2=CC=CC=C12)=O